C(C)(C)(C)OC(CN1CC2=C(CC1)C(=NN2)C(=O)N2CCC(CC2)C2=C(C(=C(C=C2)F)F)C(F)(F)F)=O 2-(3-(4-(3,4-difluoro-2-(trifluoromethyl)phenyl)piperidine-1-carbonyl)-1,4,5,7-tetrahydro-6H-pyrazolo[3,4-c]Pyridin-6-yl)acetic acid tert-butyl ester